C(#N)[C@H](C[C@H]1C(NCC1)=O)NC([C@H](CC(C)C)NC(=O)C=1NC2=CC(=CC=C2C1)N(CC)CC)=O N-[(2S)-1-({(1S)-1-cyano-2-[(3S)-2-oxopyrrolidin-3-yl]ethyl}amino)-4-methyl-1-oxopentan-2-yl]-6-(diethylamino)-1H-indole-2-carboxamide